N-(4-Fluorophenyl)-2-[1-(2-methylpropanoyl)-1,2,3,4-tetrahydrochinolin-6-yl]propanamid FC1=CC=C(C=C1)NC(C(C)C=1C=C2CCCN(C2=CC1)C(C(C)C)=O)=O